ClCC1=CC(=NC=C1)NC(=O)NC(C)C 1-(4-(chloromethyl)pyridin-2-yl)-3-isopropylurea